(6S)-6-[(1E)-2-phenylvinyl]tetrahydropyran-2,4-dione C1(=CC=CC=C1)/C=C/[C@@H]1CC(CC(O1)=O)=O